O1CCN(CC1)C1(C2=C(N=CN1)NC=C2)N2CCOCC2 4-(4-Morpholino-7H-pyrrolo[2,3-d]pyrimidine-4-yl)morpholine